diglyme nickel [Ni].COCCOCCOC